tert-butyl (3S)-3-[2-(tert-butoxy)-2-oxoethyl]pyrrolidine-1-carboxylate C(C)(C)(C)OC(C[C@H]1CN(CC1)C(=O)OC(C)(C)C)=O